N-ethyl-2-(3-(4,4,5,5-tetramethyl-1,3,2-dioxaborolan-2-yl)phenyl)acetamide C(C)NC(CC1=CC(=CC=C1)B1OC(C(O1)(C)C)(C)C)=O